CCON(OCC)OCC tris(2-ethoxy)amine